5-(4-(2-Ethyl-1H-imidazol-1-yl)piperidin-1-yl)-2-((5-methyl-3-(6-methylpyridin-3-yl)isoxazol-4-yl)methyl)pyridazin-3(2H)-one C(C)C=1N(C=CN1)C1CCN(CC1)C1=CC(N(N=C1)CC=1C(=NOC1C)C=1C=NC(=CC1)C)=O